t-butylcyclopentadienyl-titanium dichloride [Cl-].[Cl-].C(C)(C)(C)[Ti+2]C1C=CC=C1